ClC=1C(=CC2=C(N(C(NC2=O)=O)C=2C(=NC=CC2C([2H])([2H])[2H])C(C)C)N1)F 7-Chloro-6-fluoro-1-(2-isopropyl-4-(methyl-d3)pyridin-3-yl)pyrido[2,3-d]pyrimidine-2,4(1H,3H)-dione